CN1N=C(N=N1)C(=O)OCC ethyl 2-methyl-2H-tetrazol-5-carboxylate